3-hydroxy-cyclobutane OC1CCC1